4-[8-Amino-3-[(2S)-1-(4-piperidinyl)pyrrol-2-yl]imidazo[1,5-a]pyrazin-1-yl]-N-(2-pyridinyl)benzamide NC=1C=2N(C=CN1)C(=NC2C2=CC=C(C(=O)NC1=NC=CC=C1)C=C2)C=2N(C=CC2)C2CCNCC2